S(=O)(=O)(O)C1=CC=C(C)C=C1.CC1=CC=C(C=C1)S(=O)(=O)O p-toluenesulfonic acid (tosylate) salt